Cl[SiH2]CCC chloro-propyl-silane